7-fluoro-3,3-dimethyl-6-(quinazolin-2-ylamino)-1,4-dihydroquinolin-2-one FC1=C(C=C2CC(C(NC2=C1)=O)(C)C)NC1=NC2=CC=CC=C2C=N1